NC1=NC(=NC=C1C=O)SC 4-amino-2-(methylsulfanyl)pyrimidine-5-carbaldehyde